C1(CC1)C([C@@H](C(=O)NC1=NC=CC(=C1)C(NC(CCC(F)(F)F)=O)C1CC1)NC(=O)C1=CC=NN1C)C1CC1 N-((2S)-1,1-Dicyclopropyl-3-((4-(cyclopropyl(4,4,4-trifluorobutanamido)methyl)pyridin-2-yl)amino)-3-oxopropan-2-yl)-1-methyl-1H-pyrazole-5-carboxamide